2-[(E)-5-Guanidino-2-pentenoylamino]-9-[(2R,4S,5R)-4-hydroxy-5-(hydroxymethyl)tetrahydrofur-2-yl]-1,9-dihydropurin-6-one N(C(=N)N)CC/C=C/C(=O)NC=1NC(C=2N=CN(C2N1)[C@@H]1O[C@@H]([C@H](C1)O)CO)=O